N(=[N+]=[N-])[C@H]([C@H]1[C@]2(C[C@@H]3C[C@@](C[C@H]1C3)(C2)Cl)O)C2=CC=CC=C2 (1R,2s,3R,5R,7R)-2-((R)-azido(phenyl)methyl)-5-chloroadamantan-1-ol